4-(6-(2-hydroxy-6-methyl-4-(trifluoromethyl)phenyl)-2H-pyrazolo[3,4-b]pyrazin-2-yl)-2-thiabicyclo[2.1.1]hexane 2,2-dioxide OC1=C(C(=CC(=C1)C(F)(F)F)C)C=1C=NC=2C(N1)=NN(C2)C21CS(C(C2)C1)(=O)=O